3-((S)-3-((R)-8-(1H-pyrrolo[3,2-b]pyridin-3-ylsulfonyl)-1-oxa-8-azaspiro[4.5]decan-3-ylamino)-2-hydroxypropoxy)-N-methylbenzenesulfonamide N1C=C(C2=NC=CC=C21)S(=O)(=O)N2CCC1(C[C@H](CO1)NC[C@@H](COC=1C=C(C=CC1)S(=O)(=O)NC)O)CC2